C(#N)C=1N=CC=2C(CCCC2C1)OC=1C=C2C(=NN(C2=CC1)C(=O)OC(C)(C)C)I tert-Butyl 5-((3-cyano-5,6,7,8-tetrahydroisoquinolin-8-yl)oxy)-3-iodo-1H-indazole-1-carboxylate